C(C)(C)(C)OC(=O)NCC(=O)O (t-butoxycarbonyl)-glycine